3-fluoro-2-hydroxy-5-(4-(6-(1-methyl-1H-pyrazol-4-yl)pyridin-3-yl)piperidine-1-carbonyl)benzaldehyde FC=1C(=C(C=O)C=C(C1)C(=O)N1CCC(CC1)C=1C=NC(=CC1)C=1C=NN(C1)C)O